C(C)(C)(C)OC(=O)N1CC=2C(NC(=C(C2C1)C)C)=O 6,7-Dimethyl-4-oxo-1,3,4,5-tetrahydro-2H-pyrrolo[3,4-c]pyridine-2-carboxylic acid tert-butyl ester